(1S,3R,4S,5R)-3-((5-chloro-4-(2-((R)-3,3-difluorocyclopentyl)-4-fluoro-1-isopropyl-1H-benzo[d]imidazol-6-yl)pyrimidin-2-yl)amino)-6,8-dioxabicyclo[3.2.1]octan-4-ol ClC=1C(=NC(=NC1)N[C@@H]1C[C@H]2CO[C@@H]([C@H]1O)O2)C=2C=C(C1=C(N(C(=N1)[C@H]1CC(CC1)(F)F)C(C)C)C2)F